7-hydrazinyl-2-methylquinoline hydrochloride Cl.N(N)C1=CC=C2C=CC(=NC2=C1)C